[6-(5-cyclopropyl-4H-1,2,4-triazol-3-yl)-2-azaspiro[3.3]heptan-2-yl]-[2-[4-(trifluoromethoxy)phenyl]sulfonyl-2,6-diazaspiro[3.3]heptan-6-yl]methanone C1(CC1)C=1NC(=NN1)C1CC2(CN(C2)C(=O)N2CC3(CN(C3)S(=O)(=O)C3=CC=C(C=C3)OC(F)(F)F)C2)C1